C(C)C(CCC)(CCC)O 4-ethyl-4-heptanol